OC[C@H]1O[C@]2(CCCO2)[C@@H]([C@H]([C@H]1O)N1N=NC(=C1)C1=CC(=C(C(=C1)F)F)F)O (5R,7R,8R,9S,10R)-7-(hydroxymethyl)-9-(4-(3,4,5-trifluorophenyl)-1H-1,2,3-triazole-1-yl)-1,6-dioxaspiro[4.5]decane-8,10-diol